N-(2-fluoroethyl)-7-methoxy-6-[3-(pyrrolidin-1-yl)propoxy]-1H,2H,3H-cyclopenta[b]quinolin FCCN1C2C(=CC=3C=C(C(=CC13)OCCCN1CCCC1)OC)CCC2